Trimellityl-Cysteamin C(C=1C(C(=O)O)=CC(C(=O)O)=CC1)(=O)NCCS